chromium oxalate salt C(C(=O)[O-])(=O)[O-].[Cr+3].C(C(=O)[O-])(=O)[O-].C(C(=O)[O-])(=O)[O-].[Cr+3]